N1CCC(CC1)C1=CC=CC(=N1)OCC1=CC=C(C=C1)C(C)=O 1-(4-(((6-(piperidin-4-yl)pyridin-2-yl)oxy)-methyl)phenyl)ethan-1-one